aminobromophenyl-pyridinium NC=1C(=[N+](C=CC1)C1=CC=CC=C1)Br